FC=1C=C2C(NN=C(C2=CC1F)[C@H](C)N(C(=O)NC1=CC=C(C=C1)F)C)=O (S)-1-(1-(6,7-difluoro-4-oxo-3,4-dihydrophthalazin-1-yl)ethyl)-3-(4-fluorophenyl)-1-methylurea